CN1CCC2(CC1)CC(C1=CC=C(C=C12)C1=CNC2=NC=C(C=C21)C(=O)NC2CCN(CC2)C)=O 3-(1'-methyl-3-oxo-2,3-dihydrospiro[indene-1,4'-piperidin]-6-yl)-N-(1-methylpiperidin-4-yl)-1H-pyrrolo[2,3-b]pyridine-5-carboxamide